N1=C(C=CC=C1)O[C@@H]1CC[C@H](CC1)C(=O)O Trans-4-(pyridin-2-yloxy)cyclohexanecarboxylic acid